1-cyclopropyl-3-(1-methylcyclopropyl)-1H-pyrazole-5-carboxamide C1(CC1)N1N=C(C=C1C(=O)N)C1(CC1)C